((2R,3S,5R)-5-(6-amino-2-fluoro-9H-purin-9-yl)-2-ethynyl-3-hydroxy-tetra-hydrofuran-2-yl)methyl heptanoyl-glycinate C(CCCCCC)(=O)NCC(=O)OC[C@]1(O[C@H](C[C@@H]1O)N1C2=NC(=NC(=C2N=C1)N)F)C#C